C(CC)C([C@@H]1[C@H]([C@H]([C@@H](O1)N1C=NC=2C(N)=NC=NC12)[SeH])O)O 5'-Propylselenoadenosine